C(C=C)(=O)O.C(C=C)(=O)O.SCCSC(CS)CSCCS 2,3-di((2-mercaptoethyl)thio)-1-propanethiol diacrylate